BrC=1C=2N(C(=NC1N)C1=CC=C(C=C1)F)N=C(N2)C 8-bromo-5-(4-fluorophenyl)-2-methyl-[1,2,4]triazolo[1,5-c]pyrimidin-7-amine